C1=CC=C(C=C1)C2=CC=CC=C2C3=CC=CC=C3C4=CC=CC=C4C5=CC=CC=C5C6=CC=CC=C6C7=CC=CC=C7C8=CC=CC=C8 octiphenyl